BrC1=C(CN(C(C(C)(C)C)=O)CC(NC=2C=C3CC4(C(NC5=NC=CC=C54)=O)CC3=CC2)=O)C=CC=C1 N-(2-Bromobenzyl)-N-(2-oxo-2-((2'-oxo-1,1',2',3-tetrahydrospiro[indene-2,3'-pyrrolo[2,3-b]pyridin]-5-yl)amino)ethyl)pivalamide